C(C)(C)(C)C1=NCC=C(C1)C1=CC=C(C=C1)N tert-butyl-4-(4-aminophenyl)-3,6-dihydropyridine